(3aR,5s,6aS)-N-[6-(p-tolyl)pyridazin-3-yl]-2-(tetrahydropyran-4-ylmethyl)-3,3a,4,5,6,6a-hexahydro-1H-cyclopenta[c]pyrrol-5-amine C1(=CC=C(C=C1)C1=CC=C(N=N1)NC1C[C@@H]2[C@@H](CN(C2)CC2CCOCC2)C1)C